C(C)(C)(C)OC(=O)N1C(=NC=C1B(O)O)C (1-(tert-butoxycarbonyl)-2-methyl-1H-imidazol-5-yl)boronic acid